(3R,4R)-1-Cyclopropylmethyl-4-{[5-(2,4-difluoro-phenyl)-isoxazole-3-carbonyl]-amino}-piperidine-3-carboxylic acid (1-pyrimidin-2-yl-cyclopropyl)-amide N1=C(N=CC=C1)C1(CC1)NC(=O)[C@@H]1CN(CC[C@H]1NC(=O)C1=NOC(=C1)C1=C(C=C(C=C1)F)F)CC1CC1